C1(CC1)NC(=O)C1=CC=C(C(=N1)F)C=1CCN(CC1)CC=1C(=C2NC(C=3N(C2=CC1)C=CC3F)=O)F N-cyclopropyl-1'-((3,6-difluoro-4-oxo-4,5-dihydropyrrolo[1,2-a]quinoxalin-7-yl)methyl)-2-fluoro-1',2',3',6'-tetrahydro-[3,4'-bipyridine]-6-carboxamide